N[C@H](C(=O)NC1(CC1)C#N)CC=1OC2=C(N1)C=C(C=C2Cl)F (2S)-2-amino-3-(7-chloro-5-fluoro-1,3-benzoxazol-2-yl)-N-(1-cyanocyclopropyl)propanamide